N-(4-fluoro-2-methoxy-5-nitrophenyl)-4-(spiro[cyclobutane-1,3'-pyrrolo[3,2-b]pyridin]-1'(2'H)-yl)-1,3,5-triazin-2-amine FC1=CC(=C(C=C1[N+](=O)[O-])NC1=NC=NC(=N1)N1CC2(C3=NC=CC=C31)CCC2)OC